C1(CC1)C1=CC(=C(C=C1)C1=C(C=NN1C1CCOCC1)C(=O)N[C@@H]1C(NC2=C(C(=N1)C1=CC=CC=C1)C=CC=C2)=O)F 5-(4-Cyclopropyl-2-fluorophenyl)-1-(oxan-4-yl)-N-[(3S)-2-oxo-5-phenyl-1,3-dihydro-1,4-benzodiazepin-3-yl]pyrazole-4-carboxamide